C(N)(=O)C1=CC(=NC2=C1N=CN=C2N[C@@H]2CN(CCC2)C(=O)OC(C)(C)C)C2=CC=C(C=C2)CN2CCOCC2 tert-butyl (3S)-3-([8-carbamoyl-6-[4-(morpholin-4-ylmethyl) phenyl] pyrido[3,2-d]pyrimidin-4-yl]amino)piperidine-1-carboxylate